1-{[1-(4-chloro-3-fluorophenyl)-3-methyl-1H-1,2,4-triazol-5-yl]methyl}-3-{[1-(1,5-naphthyridin-3-yl)-1H-1,2,4-triazol-5-yl]methyl}urea ClC1=C(C=C(C=C1)N1N=C(N=C1CNC(=O)NCC1=NC=NN1C=1C=NC2=CC=CN=C2C1)C)F